2-(2,6-dioxopiperidin-3-yl)-5-((3-(trifluoromethyl)-5,6-dihydro-[1,2,4]triazolo[4,3-a]pyrazine-7(8H)-yl)methyl)isoindoline-1,3-dione O=C1NC(CCC1N1C(C2=CC=C(C=C2C1=O)CN1CC=2N(CC1)C(=NN2)C(F)(F)F)=O)=O